C1(=CC=CC=C1)C1=C(C(=NN=N1)C1=C(C=CC=C1)C1=C(C(=CC=2OC3=C(C21)C=CC=C3)C3=CC=CC=C3)C3=C(C(=CC=2C1=CC=CC=C1CC32)C)C)C3=CC=CC=C3 (diphenyltriazinyl)[phenyl(dimethyl-Fluorenyl)dibenzofuranyl]benzene